OCCN1CCN(CC1)CCCCS(=O)(=O)O 4-[4-(2-Hydroxyethyl)piperazin-1-yl]butane-1-sulfonic acid